5-(2-bromoethoxy)-3-fluoro-1,2-benzenediamine BrCCOC1=CC(=C(C(=C1)N)N)F